C(C)(C)OC1=NC=2N(C=C1C(=O)O)C=C(N2)C21COC(C2)(C1)C 7-isopropoxy-2-(1-methyl-2-oxabicyclo[2.1.1]hex-4-yl)imidazo[1,2-a]pyrimidine-6-carboxylic acid